C(#C)C1=CC=C(C(=O)NCCN2CC(CCC2)NC(OC(C)(C)C)=O)C=C1 tert-butyl (1-(2-(4-ethynylbenzamido)ethyl)piperidin-3-yl)carbamate